OCC=1C=C(C=CC1N1C[C@H](CC1)OC1=NC=C(C=C1)C(F)(F)F)C1=CC=C(C=C1)C=O (S)-3'-(hydroxymethyl)-4'-(3-(5-(trifluoromethyl)pyridin-2-yloxy)pyrrolidin-1-yl)biphenyl-4-carbaldehyde